C(#N)C1=CC=C(C=C1)C1=CC(=NN1C1=CC=C(C=C1)C)C(=O)N[C@@H]1CN(CCC1)S(=O)(=O)C (S)-5-(4-cyanophenyl)-N-(1-(methylsulfonyl)piperidin-3-yl)-1-(p-tolyl)-1H-pyrazole-3-carboxamide